benzyl N-[(4-hydroxyphenyl)methyl]carbamate OC1=CC=C(C=C1)CNC(OCC1=CC=CC=C1)=O